C(CCC(=O)O)(=O)O.FC1=C(C(=O)NC2=NC(=CC=C2)C(=O)C2CCN(CC2)C)C(=CC(=C1)F)F.FC1=C(C(=O)NC2=NC(=CC=C2)C(=O)C2CCN(CC2)C)C(=CC(=C1)F)F 2,4,6-Trifluoro-N-[6-(1-methylpiperidine-4-carbonyl)-2-pyridinyl]benzamide hemisuccinate